tert-butyl (4-(2-((6-amino-1-(tetrahydro-2H-pyran-2-yl)-1H-benzo[d][1,2,3]triazol-4-yl)oxy)ethoxy)butyl)carbamate NC=1C=C(C2=C(N(N=N2)C2OCCCC2)C1)OCCOCCCCNC(OC(C)(C)C)=O